N-[(6-{[(cyclopentylmethyl)amino]methyl}imidazo[1,2-a]pyridin-2-yl)methyl]-4-oxo-4H-pyrido[1,2-a]pyrimidine-2-carboxamide C1(CCCC1)CNCC=1C=CC=2N(C1)C=C(N2)CNC(=O)C=2N=C1N(C(C2)=O)C=CC=C1